C(CC(=O)C)(=O)O.C(CC(=O)C)(=O)O.C(CC(=O)C)(=O)O.C(CC(=O)C)(=O)O.OC[C@H](O)[C@@H](O)[C@H](O)[C@H](O)CO sorbitol tetraacetoacetate